C1(CC1)N(CC[C@@H](C(=O)O)NC(C1=C(C=NC=C1Cl)Cl)=O)CCCCC1=NC=2NCCCC2C=C1 (S)-4-(cyclopropyl(4-(5,6,7,8-tetrahydro-1,8-naphthyridin-2-yl)butyl)amino)-2-(3,5-dichloroisonicotinamido)butanoic acid